5-(4-methoxybenzyl)-2-oxa-5-azabicyclo[2.2.1]hept-1(6)-en-6-yl-trifluoromethanesulfonic acid COC1=CC=C(CN2C3COC(=C2OS(=O)(=O)C(F)(F)F)C3)C=C1